CC1(N=C(SC1)S)C 4,4-dimethyl-4,5-dihydrothiazole-2-thiol